C1(CCC1)C1(C(N=CC(=C1)C1=NC(=NO1)C)NC1CCCCC1)N 3-cyclobutyl-N2-cyclohexyl-5-(3-methyl-1,2,4-oxadiazol-5-yl)pyridine-2,3-diamine